[I-].C1=CC=CC2=CC3=CC=CC=C3C(=C12)C=1C=[N+](C=C(C1)F)C 3-(Anthracene-9-yl)-5-fluoro-1-methylpyridin-1-ium iodide